2-(4-(6-((4-cyano-2-fluorobenzyl)oxy)pyridin-2-yl)piperidin-1-yl)-3-fluoropropionamide C(#N)C1=CC(=C(COC2=CC=CC(=N2)C2CCN(CC2)C(C(=O)N)CF)C=C1)F